(1,1,1-trifluoropropan-2-ylidene)pyrrolidine FC(C(C)=C1NCCC1)(F)F